(Z)-2-Methyl-2-(3-((1-(5-(4-methylpyridin-3-yl)-2-oxo-1H-pyrrolo[2,3-c]pyridin-3(2H)-ylidene)propyl)amino)-1H-pyrazol-1-yl)propanenitrile CC(C#N)(C)N1N=C(C=C1)N\C(\CC)=C\1/C(NC2=CN=C(C=C21)C=2C=NC=CC2C)=O